methyl fluoropivalate FCC(C(=O)OC)(C)C